N1=CC(=CC=C1)CNC(=O)C1=NC=NC(=C1)C1=CC(=CC=C1)Cl 6-(3-Chloro-phenyl)-pyrimidine-4-carboxylic acid (pyridin-3-ylmethyl)-amide